4-fluoro-2-(1-(pyrazolo[1,5-a]pyrimidin-5-ylamino)ethyl)phenol FC1=CC(=C(C=C1)O)C(C)NC1=NC=2N(C=C1)N=CC2